ClC1=C(C=CC=C1C1=NN=C(O1)C=1C=C(CNCC(=O)O)C=CC1)C1=CC=CC=C1 (3-(5-(2-chloro-[1,1'-biphenyl]-3-yl)-1,3,4-oxadiazol-2-yl)benzyl)glycine